tert-butyl (R)-ethyl(1-(5-methoxy-4-(4-(2-(trimethylsilyl)ethoxy)imidazo[2,1-f][1,2,4]triazin-2-yl)pyridin-2-yl)ethyl)carbamate C(C)N(C(OC(C)(C)C)=O)[C@H](C)C1=NC=C(C(=C1)C1=NN2C(C(=N1)OCC[Si](C)(C)C)=NC=C2)OC